NC1=NN2C(C=C(C=C2)C2=CC=C(C(=N2)C(=O)NCC[C@H](O)C2=CC=C(C=C2)Cl)C)=N1 (S)-6-(2-amino-[1,2,4]triazolo[1,5-a]pyridin-7-yl)-N-(3-(4-chlorophenyl)-3-hydroxypropyl)-3-methylpyridinecarboxamide